OC[C@H](CN1CCC(CC1)NC1=C2C=C(N(C2=CC=C1)CC(F)(F)F)C#CCNC1=C(C=C(C(=O)NC)C=C1)OC)OC 4-({3-[4-({1-[(2S)-3-hydroxy-2-methoxypropyl]piperidin-4-yl}amino)-1-(2,2,2-trifluoroethyl)-1H-indol-2-yl]prop-2-yn-1-yl}amino)-3-methoxy-N-methylbenzamide